ClC=1C2=C(N=C(N1)C)C=C(N=C2)C2=C(C=CC=C2C)OC 4-chloro-7-(2-methoxy-6-methylphenyl)-2-methylpyrido[4,3-d]pyrimidine